COC=1C=C(CC2(C(CC(N2)=O)=O)C)C=CC1OC 5-(3,4-dimethoxybenzyl)-5-methyl-pyrrolidine-2,4-dione